methyl 2-(4-bromophenyl)-2-(((R)-2-((tert-butoxycarbonyl)amino)propyl)amino)acetate BrC1=CC=C(C=C1)C(C(=O)OC)NC[C@@H](C)NC(=O)OC(C)(C)C